ClC=1C(=CC(=C(C1)NC1=NC=NC2=CC(=C(C=C12)NC(C=C)=O)OC)C(C)(C)O)OC1=CC(=CC=C1)F N-(4-((5-chloro-4-(3-fluorophenoxy)-2-(2-hydroxypropan-2-yl)phenyl)amino)-7-methoxyquinazoline-6-yl)acrylamide